N-[(1R)-1-[3-(1-Ethylpyrazol-4-yl)-4-methoxy-phenyl]ethyl]-2-methyl-5-(4-methylpiperazin-1-yl)benzamide C(C)N1N=CC(=C1)C=1C=C(C=CC1OC)[C@@H](C)NC(C1=C(C=CC(=C1)N1CCN(CC1)C)C)=O